C(C)(SC1=C(C(=NC=C1)N1[C@@H](CCC1)CO)Cl)=O (S)-S-(3-chloro-2-(2-(hydroxymethyl) pyrrolidin-1-yl) pyridin-4-yl) ethanethioate